3-(3-chloro-4-(9-((4-(difluoromethyl)pyridin-2-yl)methyl)-6-(1-methylcyclopropoxy)-9H-purin-8-yl)phenoxy)-N,N-dimethylpropan-1-amine ClC=1C=C(OCCCN(C)C)C=CC1C=1N(C2=NC=NC(=C2N1)OC1(CC1)C)CC1=NC=CC(=C1)C(F)F